[N+](=O)([O-])C=1C=CC(=NC1)CO (5-nitro-2-pyridyl)methanol